(2S,4R)-4-(4-fluorophenyl)-1-((4-phenoxybutanoyl)glycyl)pyrrolidine-2-carboxylic acid FC1=CC=C(C=C1)[C@H]1C[C@H](N(C1)C(CNC(CCCOC1=CC=CC=C1)=O)=O)C(=O)O